CC(C=O)CC(CC=C(C)C)(C1=C(C=CC=C1)SC)C 2,4,7-trimethyl-4-(2-(methylsulfanyl)phenyl)oct-6-enal